OC1(CC(=NO1)C1=CC=C(CN2N=CC(=C2)C(=O)NC2=CC=CC=C2)C=C1)C(F)(F)F 1-{4-[5-hydroxy-5-(trifluoromethyl)-4,5-dihydro-1,2-oxazol-3-yl]benzyl}-N-phenyl-1H-pyrazole-4-carboxamide